COC1=CC=C(C=C1)SC(C(C)=O)=C(C)O 3-(4-methoxyphenyl-thio)-4-hydroxypent-3-en-2-one